4-hydroxy-3-methoxy-cinnamic acid OC1=C(C=C(C=CC(=O)O)C=C1)OC